3-oxo-2-pentylcyclopentaneacetic acid methyl ester COC(CC1C(C(CC1)=O)CCCCC)=O